C1(CC1)C1=CC=2N(C(=C1)N1C(C3CC3C1)=O)N=C(C2)[C@@H](C)N[S@](=O)C(C)(C)C |o1:19| (R)-N-((1R*)-1-(5-cyclopropyl-7-(2-oxo-3-azabicyclo[3.1.0]hexan-3-yl)pyrazolo[1,5-a]pyridin-2-yl)ethyl)-2-methylpropane-2-sulfinamide